1-[5-(5-fluoro-2-methoxypyridin-4-yl)-1-(oxazolidin-2-yl)pyrazole-3-carbonyl]Piperidine-4-carboxylic acid methyl ester COC(=O)C1CCN(CC1)C(=O)C1=NN(C(=C1)C1=CC(=NC=C1F)OC)C1OCCN1